1-isobutyl-6-(4-methoxyphenyl)-3H-imidazo[4,5-b]pyridin-2-one C(C(C)C)N1C(NC2=NC=C(C=C21)C2=CC=C(C=C2)OC)=O